N[C@H]1CN(C[C@@H](C1)F)C(=O)C1=CC2=C(C(=C(O2)C=2N(C3=CC(=CC=C3C2)N2CCC(CC2)OC)CC2CC2)C)C=C1 ((3R,5R)-3-amino-5-fluoropiperidin-1-yl)(2-(1-(cyclopropylmethyl)-6-(4-methoxypiperidin-1-yl)-1H-indol-2-yl)-3-methylbenzofuran-6-yl)methanone